5'-((5-amino-6-chloropyrimidin-4-yl)amino)-2'-fluoro-N,N-dimethyl-4'-(4-methylpiperazin-1-yl)-[1,1'-biphenyl]-4-carboxamide NC=1C(=NC=NC1Cl)NC=1C(=CC(=C(C1)C1=CC=C(C=C1)C(=O)N(C)C)F)N1CCN(CC1)C